2-chloro-6-methoxy-N-(oxetan-3-yl)-7-(3-(pyrrolidin-1-yl)propoxy)quinazolin-4-amine ClC1=NC2=CC(=C(C=C2C(=N1)NC1COC1)OC)OCCCN1CCCC1